C(C)(C)(C)OC(C[C@@H]1CC[C@H](CC1)C(=O)Cl)=O 2-(trans-4-(chlorocarbonyl)cyclohexyl)acetic acid tert-butyl ester